ClC1=C(C=CC(=C1)Cl)NC(CC1=CC=C(C=C1)C1=CC=2N(C=C1)N=CN2)=O N-(2,4-Dichlorophenyl)-2-[4-([1,2,4]triazolo[1,5-a]pyridin-7-yl)phenyl]acetamide